2-(2-methoxyphenyl)tetrahydrofuran COC1=C(C=CC=C1)C1OCCC1